NCCC(=O)O β-Alanine